(4-methyl-piperidin-1-yl)methanone CC1CCN(CC1)C=O